2-(((R)-1-(3,7-dimethyl-4-oxo-2-((S)-2-(trifluoromethyl)azetidin-1-yl)-4H-pyrido[1,2-a]pyrimidin-9-yl)ethyl)amino)benzoic acid CC1=C(N=C2N(C1=O)C=C(C=C2[C@@H](C)NC2=C(C(=O)O)C=CC=C2)C)N2[C@@H](CC2)C(F)(F)F